tert-butyl 4-[4-fluoro-5-([8-fluoro-2-methylimidazo[1,2-a]pyridin-6-yl] carbamoyl) thiophen-2-yl]-2,2-dimethylpiperazine-1-carboxylate FC=1C=C(SC1C(NC=1C=C(C=2N(C1)C=C(N2)C)F)=O)N2CC(N(CC2)C(=O)OC(C)(C)C)(C)C